N-(2-chloro-6-fluoro-4-(4,4,5,5-tetramethyl-1,3,2-dioxaborolan-2-yl)phenyl)acetamide ClC1=C(C(=CC(=C1)B1OC(C(O1)(C)C)(C)C)F)NC(C)=O